ClC1=C(C=NC(=C1)Cl)C=NC1=C(C(=CC(=C1F)OC)OC)F 1-(4,6-dichloropyridin-3-yl)-N-(2,6-difluoro-3,5-dimethoxyphenyl)methane-imine